NC=1C=C2C(N(C(C2=CC1)=O)CC1=CC=C(C=C1)OC)(C)C 5-amino-2-(4-methoxybenzyl)-3,3-dimethylisoindol-1-one